C1(CC1)S(=O)(=O)N1N=CC(=C1)C1=NC=CC(=N1)C1(NC=C(C(=C1)NC1CCC(CC1)CN(C)C)C1=NN(C=C1)CC(F)(F)F)N 2-(2-(1-(Cyclopropylsulfonyl)-1H-pyrazol-4-yl)pyrimidin-4-yl)-N4-((1s,4s)-4-((dimethylamino)methyl)cyclohexyl)-5-(1-(2,2,2-trifluoroethyl)-1H-pyrazol-3-yl)pyridine-2,4-diamine